hydroxybenzoic acid, dodecyltriethylammonium salt C(CCCCCCCCCCC)[N+](CC)(CC)CC.OC1=C(C(=O)[O-])C=CC=C1